BrC=1C=C(C(C(=O)OC)=CC1O)C(=O)OC 1,2-dimethyl 4-bromo-5-hydroxyphthalate